CC(=C[C@H]1C([C@@H]1C(=O)OCC1=C(C(=C(C(=C1CC)F)COC)F)CC)(C)C)C 2,6-diethyl-3,5-difluoro-4-methoxymethylbenzyl (1R)-trans-3-(2-methyl-1-propenyl)-2,2-dimethylcyclopropanecarboxylate